3-(5-(1-((3-(2,6-dimethylpyridin-3-yl)-4-oxo-3,4-dihydroquinazolin-6-yl)methyl)piperidin-4-yl)-1-oxoisoindolin-2-yl)piperidine-2,6-dione CC1=NC(=CC=C1N1C=NC2=CC=C(C=C2C1=O)CN1CCC(CC1)C=1C=C2CN(C(C2=CC1)=O)C1C(NC(CC1)=O)=O)C